O[C@@H](C(=O)OC)C1=CC=CC=C1 (R)-methyl 2-hydroxy-2-phenylacetate